O=C(C[C@H](C)NC(OC(C)(C)C)=O)C tert-butyl (S)-(4-oxopentan-2-yl)carbamate